N-((S)-3-cyclohexyl-1-(((S)-4-hydroxy-3-oxo-1-((R)-2-oxopyrrolidin-3-yl)butan-2-yl)amino)-1-oxopropan-2-yl)-9-hydroxy-9H-fluorene-9-carboxamide C1(CCCCC1)C[C@@H](C(=O)N[C@@H](C[C@@H]1C(NCC1)=O)C(CO)=O)NC(=O)C1(C2=CC=CC=C2C=2C=CC=CC12)O